C1(CC1)C1=CC(=C(C=C1)NC1=CC(=NC=C1C(=O)NOCC)NC1=NC(=C(C=C1)F)C)NS(=O)(=O)C 4-((4-cyclopropyl-2-(N-methylsulfonylamino)phenyl)amino)-N-ethoxy-6-((5-fluoro-6-methylpyridin-2-yl)amino)nicotinamide